C(C)(C)(C)C1=NC(=CC=C1)C(C)(C)C 2,6-di-tert.butylpyridin